FC1=C(N)C(=CC(=C1)C#CC=1C=NC=CC1)F 2,6-difluoro-4-[2-(3-pyridyl)ethynyl]aniline